C(#N)C1=C(OC=2C=C3C(N(C=NC3=CC2)C=2C=NC(=NC2)N2CCN(CC2)C(=O)OC(C)(C)C)=O)C(=CC=C1F)F tert-butyl 4-[5-[6-(2-cyano-3,6-difluoro-phenoxy)-4-oxo-quinazolin-3-yl]pyrimidin-2-yl]piperazine-1-carboxylate